CC=1N=C(NC1)C=O methylimidazolealdehyde